OCC(=O)P(O)(O)=O 2-hydroxyacetylphosphonic acid